C(C)C1=C(CCC=C1)C1C=CC=C1 Ethylcyclopentadienyl-cyclohexadiene